C(C)(=O)ON(C(OCCC)=O)C(C)=O propyl acetoxy(acetyl)carbamate